2-(4-(2-((5-bromo-6-methylpyridin-2-yl)amino)-2-oxoethoxy)-3-methoxyphenyl)-N-cyclohexyl-2-oxoacetamide BrC=1C=CC(=NC1C)NC(COC1=C(C=C(C=C1)C(C(=O)NC1CCCCC1)=O)OC)=O